5-(2-(dimethylamino)phenyl)-2-mesitylimidazo[1,5-a]pyridin-2-ium chloride [Cl-].CN(C1=C(C=CC=C1)C1=CC=CC=2N1C=[N+](C2)C2=C(C=C(C=C2C)C)C)C